FC(C1=C(C=C(C=N1)C(O)C1=C(C(=CC=C1)F)[N+](=O)[O-])C)F [6-(difluoromethyl)-5-methyl-3-pyridinyl]-(3-fluoro-2-nitro-phenyl)methanol